NC=1C=C(C(=O)OC)C=C(C1)NC(C1=CC=CC=C1)=O methyl 3-amino-5-benzoylaminobenzoate